N1C=CC=2C1=NC=CC2C=2C=CC(=NC2)C21CNCC(N2CC=2C=NC(=CC2)OC)C1 (5-(1H-pyrrolo[2,3-b]pyridin-4-yl)pyridin-2-yl)-6-((6-methoxypyridin-3-yl)methyl)-3,6-diazabicyclo[3.1.1]heptane